(3S)-N-[3-(2-[[(cis)-3-hydroxycyclopentyl]amino]-6-(morpholin-4-yl)pyrimidin-4-yl)-4-methylphenyl]-3-(2,2,2-trifluoroethyl)pyrrolidine-1-carboxamide O[C@H]1C[C@H](CC1)NC1=NC(=CC(=N1)C=1C=C(C=CC1C)NC(=O)N1C[C@@H](CC1)CC(F)(F)F)N1CCOCC1